(cis)-[4-(2-tetrahydropyran-4-yl-3H-imidazo[4,5-b]pyridin-7-yl)-1-piperidyl]-[4-(trifluoromethoxy)cyclohexyl]methanone O1CCC(CC1)C1=NC=2C(=NC=CC2C2CCN(CC2)C(=O)[C@@H]2CC[C@@H](CC2)OC(F)(F)F)N1